C12N(CC(CC1)CC2)CCS(=O)(=O)NC=2C=C(C(=NC2)C)C=2N1C(SC2C=2C=NN(C2)C)=C(C=N1)C(=O)N (5-((2-(2-azabicyclo[2.2.2]octan-2-yl)ethyl)sulfonamido)-2-methylpyridin-3-yl)-2-(1-methyl-1H-pyrazol-4-yl)pyrazolo[5,1-b]thiazole-7-carboxamide